2-(2-methyl-4-(((5-(p-tolyl)-1,3,4-thiadiazol-2-yl)methyl)thio)phenoxy)propionic acid CC1=C(OC(C(=O)O)C)C=CC(=C1)SCC=1SC(=NN1)C1=CC=C(C=C1)C